ethoxy(4-((5-(methylcarbamoyl)-1,3-benzodiazol-1-yl)methyl)phenyl)phosphinic acid C(C)OP(O)(=O)C1=CC=C(C=C1)CN1C=NC2=C1C=CC(=C2)C(NC)=O